FC(CC)(OC[C@@H]1N(C[C@@H](CC1)C1=CC=C(C=C1)C(F)(F)F)C1=CC=C(C(=O)O)C=C1)F 4-((2R,5S)-2-((1,1-difluoropropoxy)methyl)-5-(4-(trifluoromethyl)phenyl)piperidin-1-yl)benzoic acid